(4S)-3,3-difluoro-1-methylbenzamide FC1(CC(C(=O)N)(C=CC1)C)F